(S)-N-(3-fluoro-4-((3-((1-hydroxy-3-methoxypropan-2-yl)-amino)-1H-pyrazolo-[3,4-b]pyridin-4-yl)-oxy)phenyl)-2-(4-fluorophenyl)-3-oxo-2,3-dihydropyridazine-4-carboxamide FC=1C=C(C=CC1OC1=C2C(=NC=C1)NN=C2N[C@@H](CO)COC)NC(=O)C=2C(N(N=CC2)C2=CC=C(C=C2)F)=O